N-[(2S,3R,4S)-2-[(3'-chloro-2,2'-difluoro-[1,1'-biphenyl]-3-yl)methyl]-1-(cyclopropanecarbonyl)-4-fluoropyrrolidin-3-yl]ethanesulfonamide ClC=1C(=C(C=CC1)C1=C(C(=CC=C1)C[C@@H]1N(C[C@@H]([C@@H]1NS(=O)(=O)CC)F)C(=O)C1CC1)F)F